tert-butyl 7-(7-chloro-8-fluoro-2-(((2R,7aS)-2-fluorotetrahydro-1H-pyrrolizin-7a(5H)-yl)methoxy)pyrido[4,3-d]pyrimidin-4-yl)-2,7-diazabicyclo[3.3.1]nonane-2-carboxylate ClC1=C(C=2N=C(N=C(C2C=N1)N1CC2CCN(C(C1)C2)C(=O)OC(C)(C)C)OC[C@]21CCCN1C[C@@H](C2)F)F